[C@H]12CC(C[C@H](CC1)N2)C(=C)C2=CC=C(N=N2)C2=C(C=C(C=C2)C=2C=NNC2)O 2-(6-(1-((1r,3s,5s)-8-azabicyclo[3.2.1]oct-3-yl)vinyl)pyridazin-3-yl)-5-(1H-pyrazol-4-yl)phenol